Rac-(1S,2S)-2-(3-(6-(1-methyl-1H-pyrazol-4-yl)pyrrolo[1,2-b]pyridazin-4-yl)-3,8-diazabicyclo[3.2.1]octan-8-yl)cyclobutan-1-ol CN1N=CC(=C1)C=1C=C2N(N=CC=C2N2CC3CCC(C2)N3[C@@H]3[C@H](CC3)O)C1 |r|